C(=O)C1=CC=C(O1)C=1C=C2C(=NNC2=CC1)C(=O)NC1=CC=NC=C1 5-(5-formylfuran-2-yl)-N-(pyridin-4-yl)-1H-indazole-3-carboxamide